1-Adamantyl-Ammonium Hydroxide [OH-].C12(CC3CC(CC(C1)C3)C2)[NH3+]